2,4-dimethyl-phenyl-carbazole CC1=C(C=CC(=C1)C)C1=CC=CC=2C3=CC=CC=C3NC12